6-(2-methoxybenzylamino)purine methyl-(S)-7-bromo-2-(2-((3-(tert-butoxy)-3-oxopropoxy)methyl)pyrrolidin-1-yl)quinoline-4-carboxylate COC(=O)C1=CC(=NC2=CC(=CC=C12)Br)N1[C@@H](CCC1)COCCC(=O)OC(C)(C)C.COC1=C(CNC2=C3NC=NC3=NC=N2)C=CC=C1